N,6-dimethylpyridine-amide CNC(=O)C1=NC(=CC=C1)C